NC1=NC=C(C=C1C1=NC=C(C=C1)C(N(C)C)=O)C1=C2C(=NC=C1)NC(=C2)C(=O)NC2CCOCC2 4-(2'-amino-5-(dimethylcarbamoyl)-[2,3'-bipyridyl]-5'-yl)-N-(tetrahydro-2H-pyran-4-yl)-1H-pyrrolo[2,3-b]pyridine-2-carboxamide